ClC=1C=C2C(=CC1)N(C(C21CCN(CC1)CCOC=1C=NC(=NC1)C(C)S(=O)(=O)C)=O)C([2H])([2H])[2H] 5-chloro-1'-(2-{[2-(1-methanesulfonylethyl)pyrimidin-5-yl]oxy}ethyl)-1-(2H3)methyl-1,2-dihydrospiro[indole-3,4'-piperidin]-2-one